C(C)(C)(C)OC(=O)N1C[C@@H](CC1)N(C)CC (R)-3-(Ethyl-(methyl)amino)pyrrolidine-1-carboxylic acid tert-butyl ester